[C@@H]1([C@H](O)[C@H](O)[C@@H](CO)O1)N1C=NC=2C(N)=NC=NC12 (R)-adenosine